5-methyl-2-(2-methyl-vinyl)cyclohexanol CC1CCC(C(C1)O)C=CC